N6-(pentan-3-yl)-[1,2,4]triazolo[4,3-b]pyridazine-6,8-diamine CCC(CC)NC=1C=C(C=2N(N1)C=NN2)N